F\C(\C(=O)NC=1C=C2C(=NC=NC2=CC1OC)NC1=C(C=CC(=C1)C=1OC=CC1)OC)=C\[C@H]1N(CCC1)C (S,E)-2-fluoro-N-(4-((5-(furan-2-yl)-2-methoxyphenyl)amino)-7-methoxyquinazolin-6-yl)-3-(1-methylpyrrolidin-2-yl)acrylamide